C(C1=CC=CC=2NN=NC21)C2=CC=CC=1NN=NC12 methylenebis-benzotriazol